(R)-3-HYDROXYTHIOLANE O[C@H]1CSCC1